5-((2-cyclopropyl-2-azaspiro[3.3]heptan-6-yl)oxy)-N-((3-methylpyridin-2-yl)carbamothioyl)picolinimidamide C1(CC1)N1CC2(C1)CC(C2)OC=2C=CC(=NC2)C(NC(NC2=NC=CC=C2C)=S)=N